C(C)(C)C1=C(C=CC=C1)P(C1=C(C=CC=C1)N=C1N(C=CN1C)C)C1=C(C=CC=C1)C(C)C N-(2-(di(2-isopropylphenyl)phosphino)phenyl)-1,3-dimethylimidazole-2-imine